ethyl 1,1a,6,6a-tetrahydrocyclopropa[a]indene-1-carboxylate C1(C2C1CC=1C=CC=CC21)C(=O)OCC